S1C=CC=C1.[S] sulfur (thiophene)